8-Chloro-2-chloro-6-methoxynaphthalene-1-yl trifluoromethanesulfonate FC(S(=O)(=O)OC1=C(C=CC2=CC(=CC(=C12)Cl)OC)Cl)(F)F